5,8-Diethoxy-2,5,8,11-tetramethyldodec-6-yne C(C)OC(CCC(C)C)(C#CC(CCC(C)C)(C)OCC)C